COC1CCC(CC1)NC(=O)C1=NC(=CN=C1)C1=CN=CS1 N-((1r,4r)-4-methoxycyclohexyl)-6-(thiazol-5-yl)pyrazine-2-carboxamide